tert-butyl N-{1-[4-(7-{[(1R)-1-(2,4-dichlorophenyl)ethyl]amino}-2-methylpyrazolo[4,3-d]pyrimidin-5-yl)piperazin-1-yl]-2-methyl-1-oxopropan-2-yl}carbamate ClC1=C(C=CC(=C1)Cl)[C@@H](C)NC=1C=2C(N=C(N1)N1CCN(CC1)C(C(C)(C)NC(OC(C)(C)C)=O)=O)=CN(N2)C